C(C#CC)(=O)N1[C@@H](C[C@H](CC1)N1N=NC=2C(=NC=3C(=C(C(=CC3C21)Cl)C2=C(C(=CC=C2)Cl)C)F)N2C(CCCC2)=O)CC#N 2-((2S,4S)-1-(but-2-ynoyl)-4-(8-chloro-7-(3-chloro-2-methylphenyl)-6-fluoro-4-(2-oxopiperidin-1-yl)-1H-[1,2,3]triazolo[4,5-c]quinolin-1-yl)piperidin-2-yl)acetonitrile